ClC=1C=C(C=CC1)N1N=C(C2=C1C(NCC2)=O)C(=O)O 1-(3-chlorophenyl)-7-oxo-4,5-dihydropyrazolo[3,4-c]pyridine-3-carboxylic acid